ClC1=CC=C(C=C1)C=1C(=NN2C1N=C(C=C2C=2C=NNC2)N(C)CC2=CC=C(C=C2)OC)C(=O)N (4-chlorophenyl)-5-((4-methoxybenzyl)(methyl)amino)-7-(1H-pyrazol-4-yl)pyrazolo[1,5-a]pyrimidine-2-carboxamide